FC(F)(F)S(=O)(=O)OC1=CC=2N(C(=C1)Br)C(=CN2)C#N 5-Bromo-3-cyanoimidazo[1,2-a]pyridin-7-yl trifluoromethylsulfonate